2,6-diisopropylphenolate C(C)(C)C1=C(C(=CC=C1)C(C)C)[O-]